OB1N(N=CC2=C1C=C(C=C2)C(F)(F)F)C2=CC(=C(C(=C2)Cl)Cl)Cl 1-hydroxy-2-(3,4,5-trichlorophenyl)-7-(trifluoromethyl)-2,3,1-benzodiazaborinine